(4-amino-7-(1-(tetrahydro-2H-pyran-2-yl)-1H-pyrazol-5-yl)-2H-pyrazolo[3,4-c]quinolin-2-yl)propan-1-ol NC1=NC=2C=C(C=CC2C=2C1=NN(C2)C(CC)O)C2=CC=NN2C2OCCCC2